4-((1-(4-(3-Phenyl-5,6-dihydroimidazo[2,1-a][2,7]naphthyridin-2-yl)benzyl)piperidin-4-yl)amino)pyrimidine-2-carbonitrile C1(=CC=CC=C1)C1=C(N=C2N1CCC1=CC=NC=C21)C2=CC=C(CN1CCC(CC1)NC1=NC(=NC=C1)C#N)C=C2